1-(2,3-dihydrobenzofuran-7-yl)piperazine hydrochloride Cl.O1CCC2=C1C(=CC=C2)N2CCNCC2